2-chloro-5-iodo-4-(methoxy-d3)pyridine ClC1=NC=C(C(=C1)OC([2H])([2H])[2H])I